C(C)N[C@@H](C)C(=O)O N-ethyl-alanine